2-[1-(2,2-difluoroethyl)-3-methyl-1H-pyrazolo[3,4-b]pyrazin-6-yl]-8-[2-methyl-6-(trifluoromethyl)pyrimidin-4-yl]-2,8-diazaspiro[4.5]decane FC(CN1N=C(C=2C1=NC(=CN2)N2CC1(CC2)CCN(CC1)C1=NC(=NC(=C1)C(F)(F)F)C)C)F